C1(=CC=CC=C1)N1C(=NC2=C1C1=CC=CC=C1C=1C=CC=CC12)C1=CC(=CC=C1)C=1C=CC=2N(C3=CC=CC=C3C2C1)C1=NC=CC=N1 1-phenyl-2-(3-(9-(pyrimidine-2-yl)-9H-carbazole-3-yl)phenyl)-1H-phenanthro[9,10-d]imidazole